2-(4-{[(2,2-difluoroethyl)amino]methyl}phenyl)-2H-indazole-7-carboxamide FC(CNCC1=CC=C(C=C1)N1N=C2C(=CC=CC2=C1)C(=O)N)F